CS(=O)(=O)C[C@H](O)C1=CC(=C(C=C1)OC)OCC R-2-methylsulfonyl-1-(3-ethoxy-4-methoxyphenyl)ethanol